C(#N)CC1CCC(CC1)N1C(=NC=2C1=C1C(=NC2)NC=C1)CONC(=N)C1CC1 N-((1-((1r,4r)-4-(Cyanomethyl)cyclohexyl)-1,6-dihydroimidazo[4,5-d]pyrrolo[2,3-b]pyridin-2-yl)methoxy)cyclopropanecarboximidamide